1-((1s,3s)-3-(piperidin-1-yl)cyclobutyl)spiro[indoline-3,4'-piperidine] N1(CCCCC1)C1CC(C1)N1CC2(CCNCC2)C2=CC=CC=C12